Cl.FC(C=1C=CC(=NC1)[C@@H](C)N)(F)F (R)-1-(5-(trifluoromethyl)pyridin-2-yl)ethan-1-amine hydrochloride